CO[C@H]1C[C@H](C1)NC1=NN2C(C=N1)=C(C=C2)C=2C=NC=1N(C2)C(=CN1)C N-(cis-3-methoxycyclobutyl)-5-(3-methylimidazo[1,2-a]pyrimidin-6-yl)pyrrolo[2,1-f][1,2,4]triazin-2-amine